Cl[C@@H](C(=O)O)C(C)C (R)-2-CHLORO-3-METHYLBUTYRIC ACID